[2H3]-acetate C(C([2H])([2H])[2H])(=O)[O-]